(2s,5r)-7-oxo-N-piperidin-4-yl-6-(sulfanyl)-1,6-diazabicyclo[3.2.1]octane-2-carboxamide O=C1N([C@@H]2CC[C@H](N1C2)C(=O)NC2CCNCC2)S